(2S)-N-(5-(2-(4-acetylpiperazin-1-yl)-1-(5-chloro-2-carbonylpyridin-1(2H)-yl)ethyl)thiazol-2-yl)-2-amino-2-((1r,4S)-4-methylcyclohexyl)acetamide C(C)(=O)N1CCN(CC1)CC(N1C(C=CC(=C1)Cl)=C=O)C1=CN=C(S1)NC([C@H](C1CCC(CC1)C)N)=O